hexanediol dicarbonate C(=O)(O)OC(=O)O.C(CCCCC)(O)O